1-(4-(9-carbazolyl)phenyl)-2-(9-anthracenyl)ethylene C1=CC=CC=2C3=CC=CC=C3N(C12)C1=CC=C(C=C1)C=CC=1C2=CC=CC=C2C=C2C=CC=CC12